ClC=1C=CC(=NC1)CN1C(=NC=2N(C(N(C(C12)=O)CCCO)=O)C)C1=CC=C(C=C1)F 7-((5-chloropyridin-2-yl)methyl)-8-(4-fluorophenyl)-1-(3-hydroxypropyl)-3-methyl-1H-purine-2,6(3H,7H)-dione